γ-methacryloxypropyl-methyl-dimethoxysilane C(C(=C)C)(=O)OCCC[Si](OC)(OC)C